N-((1r,4r)-4-((5-(8-fluoroimidazo[1,2-a]pyridin-6-yl)-4-methoxy-7H-pyrrolo[2,3-d]pyrimidin-2-yl)amino)-1-methylcyclohexyl)acetamide FC=1C=2N(C=C(C1)C1=CNC=3N=C(N=C(C31)OC)NC3CCC(CC3)(C)NC(C)=O)C=CN2